COC1=CC=C(CNC(=O)NC2CC3(C2)CC(C3)C(=O)N3C(CCC3)C=3C=NC=CC3)C=C1 1-(4-methoxybenzyl)-3-(6-(2-(pyridin-3-yl)pyrrolidine-1-carbonyl)spiro[3.3]hept-2-yl)urea